ClC=1C=CC=2C(=C3N(C2C1C=1C(=NC(=NC1C)CN1CCN(CC1)C)C)[C@@H](CNC3=O)C)CCCOC3=CC(=C(C(=C3)C)Cl)C (R)-7-chloro-10-(3-(4-chloro-3,5-dimethylphenoxy)propyl)-6-(4,6-dimethyl-2-((4-methylpiperazin-1-yl)methyl)pyrimidin-5-yl)-4-methyl-3,4-dihydropyrazino[1,2-a]indol-1(2H)-one